2-benzyl-5-(2,4-difluorophenoxy)-N-(2-(dimethylamino)ethyl)-2H-indazole-6-carboxamide C(C1=CC=CC=C1)N1N=C2C=C(C(=CC2=C1)OC1=C(C=C(C=C1)F)F)C(=O)NCCN(C)C